ethyl-2-amino-3-hydroxy-3-(4-(methylsulfonyl)phenyl)propionic acid C(C)C(C(=O)O)(C(C1=CC=C(C=C1)S(=O)(=O)C)O)N